NC=1N=C(N(N1)C1=NC=CC=N1)C(C)N(C(C1=CC(=CC(=C1)C(F)(F)F)C(F)(F)F)=O)C N-[1-(5-amino-2-pyrimidin-2-yl-1,2,4-triazol-3-yl)ethyl]-N-methyl-3,5-bis(trifluoromethyl)benzamide